5-(bromomethyl)-3-(4-bromophenyl)-1-phenyl-1H-pyrazole BrCC1=CC(=NN1C1=CC=CC=C1)C1=CC=C(C=C1)Br